acryloyloxyhexadecyl phosphate P(=O)(OCCCCCCCCCCCCCCCCOC(C=C)=O)([O-])[O-]